BrC=1C=NC=2CCN(CC2C1)C1=NC=NC2=CC=C(C=C12)OC 4-(3-bromo-7,8-dihydro-1,6-naphthyridin-6(5H)-yl)-6-methoxyquinazoline